ClC=1C(N(C(=CC1OCC1=NC=C(C=C1F)F)C)C1=CC(=NC=C1C)C=1N=C(SC1)C(C)(C)O)=O 3-chloro-4-((3,5-difluoropyridin-2-yl)methoxy)-2'-(2-(2-Hydroxypropan-2-yl)thiazol-4-yl)-5',6-dimethyl-2H-[1,4'-bipyridyl]-2-one